C(C1=CC=CC=C1)(=O)N1C(N(C=CC1=O)[C@H]1[C@@H]([C@@H]([C@H](O1)\C=C\P(=O)(OC)OC)OP([O-])N(C(C)(C)CCC#N)C(C)C)CCC)=O (2R,3S,4R,5R)-5-(3-benzoyl-2,4-dioxo-3,4-dihydropyrimidin-1(2H)-yl)-2-((E)-2-(dimethoxyphosphoryl)vinyl)-4-propyltetrahydrofuran-3-yl(2-cyanoethyl)diisopropylphosphoramidite